(trans-3-(3-(difluoromethyl)-4-(5-fluoro-6-methylpyridin-2-yl)-1H-pyrazol-1-yl)cyclobutyl)methanol FC(C1=NN(C=C1C1=NC(=C(C=C1)F)C)[C@@H]1C[C@H](C1)CO)F